tert-butyl 4-(7-ethyl-2-methyl-5-oxo-8-(2-oxo-2-((3-(trifluoromethyl)bicyclo[1.1.1]pentan-1-yl)amino)ethyl)-5,8-dihydropyrido[2,3-b]thieno[3,2-e]pyrazin-6-yl)piperazine-1-carboxylate C(C)C1=C(C(C=2C(=NC3=C(N2)C=C(S3)C)N1CC(NC13CC(C1)(C3)C(F)(F)F)=O)=O)N3CCN(CC3)C(=O)OC(C)(C)C